N-(3-(1-(4-(5-(difluoromethyl)-1,3,4-oxadiazol-2-yl)benzyl)-1H-1,2,3-triazol-4-yl)phenyl)-4-methylpiperazine-1-carboxamide FC(C1=NN=C(O1)C1=CC=C(CN2N=NC(=C2)C=2C=C(C=CC2)NC(=O)N2CCN(CC2)C)C=C1)F